NCC1CN(C(O1)=O)C1=CC(=C(C=C1)N1CCOCC1)F 5-(aminomethyl)-3-(3-fluoro-4-morpholinyl-phenyl)-2-oxazolidinone